ClC=1C=NC(=NC1)[C@H]([C@H](C)S(=O)(=O)N\C(=N/C1=C(C=CC=C1OC)OC)\NN)OC (Z)-N-(((1R,2S)-1-(5-chloropyrimidin-2-yl)-1-methoxypropan-2-yl)sulfonyl)-N'-(2,6-dimethoxyphenyl)hydrazinecarboximidamide